(S)-N'-((2'-methoxy-2-(trifluoromethyl)-[4,4'-bipyridin]-3-yl)carbamoyl)-6,6-dimethyl-6,7-dihydro-5H-pyrazolo[5,1-b][1,3]oxazine-3-sulfonimidamide COC1=NC=CC(=C1)C1=C(C(=NC=C1)C(F)(F)F)NC(=O)N=[S@@](=O)(N)C=1C=NN2C1OCC(C2)(C)C